C(#N)C1CC(C1)N1C(C(=CC(=C1)C1CC1)NC1=NC2=C(N1C)C=C(C=C2)OC2=CC(=NC=C2)NC(C)=O)=O N-(4-((2-((1-((1r,3r)-3-cyanocyclobutyl)-5-cyclopropyl-2-oxo-1,2-dihydropyridin-3-yl)amino)-1-methyl-1H-benzo[d]imidazol-6-yl)oxy)pyridin-2-yl)acetamide